C(C)(C)(C)NC(CN(C)C=1C2=C(N=C(N1)C1=NC=CC=C1OC)CCC2)=O N-tert-butyl-2-[[2-(3-methoxypyridin-2-yl)-5H,6H,7H-cyclopenta[d]pyrimidin-4-yl](methyl)amino]acetamide